tris-(phenylethylamine) carbamate C(N)(O)=O.C1(=CC=CC=C1)CCN.C1(=CC=CC=C1)CCN.C1(=CC=CC=C1)CCN